(3S)-11-(5-chloro-2,4-difluorophenyl)-8-((3S,5R)-3,5-dimethylpiperazin-1-yl)-3-(2-methoxyethoxy)-10-(trifluoromethyl)-3,4-dihydro-2H,6H-[1,4]thiazepino[2,3,4-ij]quinazolin-6-one ClC=1C(=CC(=C(C1)C1=C(C=C2C(=NC(N3C2=C1SC[C@H](C3)OCCOC)=O)N3C[C@@H](N[C@@H](C3)C)C)C(F)(F)F)F)F